1-Methoxypropane-2-thiol COCC(C)S